Trihexyl-amine C(CCCCC)N(CCCCCC)CCCCCC